4-(benzo[d]thiazol-2-ylmethyl)piperazin S1C(=NC2=C1C=CC=C2)CN2CCNCC2